BrC1=C2C=CC=C(C2=CC=C1)N([Si](C)(C)C)[Si](C)(C)C N-(5-bromonaphthalen-1-yl)-1,1,1-trimethyl-N-(trimethylsilyl)silanamine